N[C@@H](C(=O)NC=1C=C2C(=C(NC2=CC1)C1=CC(=C(C=C1)OC)OC)C(C)C)CCC(=O)N (R)-2-amino-N1-(2-(3,4-dimethoxyphenyl)-3-isopropyl-1H-indol-5-yl)pentanediamide